(1S,3R)-3-(5-(aminomethyl)pyrimidin-4-ylamino)cyclohexanol NCC=1C(=NC=NC1)N[C@H]1C[C@H](CCC1)O